3-(2-(3,4-dimethoxyphenyl)-3-ethyl-1H-indol-5-yl)-9-methyl-3,9-diazaspiro[5.5]undecane COC=1C=C(C=CC1OC)C=1NC2=CC=C(C=C2C1CC)N1CCC2(CC1)CCN(CC2)C